O[C@H](COC=1C=C(C=CC1)S(=O)(=O)NC)CN[C@H]1COC2(C1)CCN(CC2)C2=NC(=CC(=N2)C)C2=CC=CC=C2 3-((S)-2-hydroxy-3-((R)-8-(4-methyl-6-phenylpyrimidin-2-yl)-1-oxa-8-azaspiro[4.5]dec-3-ylamino)propoxy)-N-methylbenzenesulfonamide